C1(CCC1)C=1C(=NN(C1C1=CC=C(C=C1)F)C)NC(=O)NC1(COC1)C 1-(4-cyclobutyl-5-(4-fluorophenyl)-1-methyl-1H-pyrazol-3-yl)-3-(3-methyloxetan-3-yl)urea